2-(4-(Aminomethyl)-4-methylpiperidin-1-yl)-5-(4-chloro-2-ethyl-2H-indazol-5-yl)-3-methyl-3,7-dihydro-4H-pyrrolo[2,3-d]pyrimidin-4-one NCC1(CCN(CC1)C=1N(C(C2=C(N1)NC=C2C2=C(C1=CN(N=C1C=C2)CC)Cl)=O)C)C